3-FORMYL-4-METHYLPHENYLBORONIC ACID C(=O)C=1C=C(C=CC1C)B(O)O